4-amino-1-((2R,4S,5R)-4-hydroxy-5-(hydroxymethyl)-5-propyltetrahydrofuran-2-yl)pyrimidin-2(1H)-one NC1=NC(N(C=C1)[C@@H]1O[C@]([C@H](C1)O)(CCC)CO)=O